C(N)(=N)C=1C=C(SC1)[C@@H](C)NC(=O)[C@@H]1C[C@@]23COCCC\C=C\CCCCCCCCC(N[C@H](C(NCC(N1[C@H]2C3)=O)=O)CCOC3=CC=CC=C3)=O (1R,19S,25S,28S,E)-N-((R)-1-(4-carbamimidoylthiophen-2-yl)ethyl)-17,20,23-trioxo-19-(2-phenoxyethyl)-3-oxa-18,21,24-triazatricyclo[22.2.2.01,25]octacos-7-ene-28-carboxamide